NC1=NC=CC=C1C1=NC=2C(=NC=C(C2)Br)N1C1=CC=C(CNC(=O)C=2C=C(C=CC2)CC(=O)OC)C=C1 methyl 2-(3-((4-(2-(2-aminopyridin-3-yl)-6-bromo-3H-imidazo[4,5-b]pyridin-3-yl)benzyl) carbamoyl)phenyl)acetate